2-[(diphenylmethylidene)amino]-3-[6-(3-methyl-2-oxo-1,3-benzoxazol-5-yl)naphthalen-2-yl]propanenitrile C1(=CC=CC=C1)C(C1=CC=CC=C1)=NC(C#N)CC1=CC2=CC=C(C=C2C=C1)C=1C=CC2=C(N(C(O2)=O)C)C1